6-bromopyridinamide BrC1=CC=CC(=N1)C(=O)N